2-[3-nitro-4-(methylformamido)phenyl]-6-ethoxymethoxybenzothiazole [N+](=O)([O-])C=1C=C(C=CC1NC(=O)C)C=1SC2=C(N1)C=CC(=C2)OCOCC